C(C1=CC=CC=C1)N1CCC(CC1)(O)CC(=O)OCC ethyl 2-(1-benzyl-4-hydroxy-4-piperidyl)acetate